Guanidinium Chlorid [Cl-].NC(=[NH2+])N